[Na+].CC1(CC(=NO1)SS(=O)(=O)[O-])C 5,5-dimethyl-3-sulfothio-4H-isoxazole sodium salt